[C@@H]1([C@H](O)[C@@H](O)[C@H](O)CO1)F β-xylosyl fluoride